bis-(4-aminocyclohexyl)propane NC1CCC(CC1)C(C)(C)C1CCC(CC1)N